COC1=CC=C(C=C1)C(\C=C\C=1C=C2N=CC=NC2=CC1)=O (E)-1-(4-methoxyphenyl)-3-(quinoxalin-6-yl)prop-2-en-1-one